cis-2-(2-pentenyl)furan C(\C=C/CC)C=1OC=CC1